BrC1=CC(=CC=2C3=CC(=CC=C3NC12)Br)Br 1,3,6-tribromocarbazole